tert-butyl 3-[2-[2-[2-[2-[2-[2-[2-[2-[2-(2-oxoethoxy)ethoxy]ethoxy]ethoxy]ethoxy]ethoxy] ethoxy]ethoxy]ethoxy]ethoxy]propanoate O=CCOCCOCCOCCOCCOCCOCCOCCOCCOCCOCCC(=O)OC(C)(C)C